6-chloro-1-methyl-3,1-benzoxazine-2,4-dione ClC=1C=CC2=C(C(OC(N2C)=O)=O)C1